N-(4-(4-amino-7-methyl-5-(1-methyl-1,2,3,4-tetrahydroquinolin-6-yl)-7H-pyrrolo[2,3-d]pyrimidin-6-yl)phenyl)acrylamide NC=1C2=C(N=CN1)N(C(=C2C=2C=C1CCCN(C1=CC2)C)C2=CC=C(C=C2)NC(C=C)=O)C